N,N-diethyl-2-azidomethyl-1-phenyl-cyclopropanecarboxamide C(C)N(C(=O)C1(C(C1)CN=[N+]=[N-])C1=CC=CC=C1)CC